3-bromo-5-(trifluoromethyl)pyridin-2(1H)-one BrC=1C(NC=C(C1)C(F)(F)F)=O